NC(C)OC1=CC=CC=C1 aminophenoxyethane